O1C(OCC1)C=1C=C(C=NC1)N1C(C2(C3=CC=CC=C13)CC2)=O 1'-(5-(1,3-Dioxolan-2-yl)pyridin-3-yl)spiro[cyclopropane-1,3'-indolin]-2'-one